C[C@H]1[C@@H](C[C@H]([C@@H](O1)O[C@H](C)CCC(=O)O)O)O The molecule is an (omega-1)-hydroxy fatty acid ascaroside obtained by formal condensation of the alcoholic hydroxy group of (4R)-4-hydroxypentanoic acid with ascarylopyranose (the alpha anomer). It is a metabolite of the nematodes Caenorhabditis elegans and Pristionchus pacificus. It has a role as a Caenorhabditis elegans metabolite. It is a monocarboxylic acid and an (omega-1)-hydroxy fatty acid ascaroside. It derives from a (4R)-4-hydroxypentanoic acid. It is a conjugate acid of an ascr#9(1-).